ClC1=C(OC2=CC=CC3=C2NC(=NS3(=O)=O)NC(C)C3=CC=CC=2OC(OC23)(F)F)C=CC=C1 5-(2-chlorophenoxy)-3-((1-(2,2-difluorobenzo[d][1,3]dioxol-4-yl)ethyl)amino)-4H-benzo[e][1,2,4]thiadiazine 1,1-dioxide